spermine bishexyldecanoate C(CCCCC)C(C(=O)O)(CCCCCCCC)CCCCCC.NCCCNCCCCNCCCN